4,9-dihydro-s-indaceno-[1,2-b:5,6-b']-dithiophene-4,9-dione S1C2=C(C=C1)C(C1=CC3=C(C(C4=C3SC=C4)=O)C=C12)=O